Pyrazole dihydrochloride Cl.Cl.N1N=CC=C1